CC1=C(C=CC2=CC=CC=C12)CCNC1=CC(=NC=N1)C=1NC2=CC=CC=C2C1 2-{6-[2-(1-Methyl-naphthalen-2-yl)-ethylamino]-pyrimidin-4-yl}-1H-indole